N(=[N+]=[N-])C1=C(C=CC=C1)C(/C=C/C1=CC=C(C=C1)/C=C/C(=O)O)=O (E)-3-[4-[(E)-3-(2-Azidophenyl)-3-oxoprop-1-enyl]phenyl]prop-2-enoic acid